C(C=1C(C(=O)O)=CC=CC1)(=O)O.ClC=1C=C2C(=CNC2=CC1)C=1CCN(CC1)CCC=1C=NN(C1)C1=CC(=CC=C1)CCC 5-chloro-3-[1,2,3,6-tetrahydro-1-[2-[1-(3-propylphenyl)-1H-pyrazol-4-yl]ethyl]-4-pyridinyl]-1H-indole phthalate